C(C1=CC=CC=C1)[Si](O[Si](CC1=CC=CC=C1)(C)C)(C)C 1,3-dibenzyltetramethyldisiloxane